4-bromo-N-(1-methyl-3-(2,2,2-trifluoroethoxy)-1H-indazol-5-yl)-2-(6-azaspiro[2.5]octane-6-yl)benzamide BrC1=CC(=C(C(=O)NC=2C=C3C(=NN(C3=CC2)C)OCC(F)(F)F)C=C1)N1CCC2(CC2)CC1